O=C1NC(CCC1N1C(C2=CC=C(C(=C2C1)F)CN1CCN(CC1)C1=CC=C(C(=O)NC=2C3=C(NN2)CN(C3)C([C@@H](C3=CC=CC=C3)OC)=O)C=C1)=O)=O 4-(4-((2-(2,6-dioxopiperidin-3-yl)-4-fluoro-1-oxoisoindolin-5-yl)methyl)piperazin-1-yl)-N-(5-((R)-2-methoxy-2-phenylacetyl)-1,4,5,6-tetrahydropyrrolo[3,4-c]pyrazol-3-yl)benzamide